4-(N-methyl-N-(3-(N-N-heptyl-L-leucylamino)-4-methoxyphenyl)-amino)coumarin CN(C1=CC(=C(C=C1)OC)NC([C@@H](NCCCCCCC)CC(C)C)=O)C1=CC(OC2=CC=CC=C12)=O